The molecule is an arenesulfonic acid that is guaiacol sulfated at position 4. Commonly used (in the form of its potassium salt) as an expectorant. It has a role as an expectorant. It is an arenesulfonic acid and a member of guaiacols. It derives from a guaiacol. It is a conjugate acid of a 4-hydroxy-3-methoxybenzene-1-sulfonate. COC1=C(C=CC(=C1)S(=O)(=O)O)O